ethyl 3-[[6-oxo-5-(trifluoromethyl)-1H-pyridazin-3-yl]methoxy]butanoate O=C1C(=CC(=NN1)COC(CC(=O)OCC)C)C(F)(F)F